FC1=C(C=CC(=C1)C#C[Si](C)(C)C)COC1=CC=CC(=N1)C1CCN(CC1)CC=1N(C2=C(N1)C=CC(=C2)C(=O)OC)C[C@H]2OCC2 Methyl 2-[[4-[6-[[2-fluoro-4-(2-trimethylsilylethynyl)phenyl]methoxy]-2-pyridyl]-1-piperidyl]methyl]-3-[[(2S)-oxetan-2-yl]methyl]benzimidazole-5-carboxylate